C(C)(C)(C)OC(=O)N1C[C@@H](CC1)NCC (3R)-3-(ethylamino)pyrrolidine-1-carboxylic acid tert-butyl ester